C1(=CC=CC=C1)C=1C=NC(=NC1)N[C@H](C(=O)OC)CCNC(CCCCC1=NC=2NCCCC2C=C1)=O methyl (2S)-2-[(5-phenylpyrimidin-2-yl)amino]-4-[5-(5,6,7,8-tetrahydro-1,8-naphthyridin-2-yl)pentanoylamino]butanoate